(S)-5-chloro-9-ethyl-4,9-dihydroxy-1,2,3,9,12,15-hexahydro-10h,13h-benzo[de]pyrano[3',4':6,7]indolizino[1,2-b]quinoline-10,13-dione ClC=1C(=C2C=3C(=C4C(=NC3C1)C1=CC3=C(C(N1C4)=O)COC([C@]3(O)CC)=O)CCC2)O